methyl 4-{[6-(5-chloro-2-fluorophenyl)-3-methylpyridazin-4-yl]amino}-1-{[2-(trimethylsilyl)ethoxy]methyl}-1H-pyrrolo[2,3-b]pyridine-2-carboxylate ClC=1C=CC(=C(C1)C1=CC(=C(N=N1)C)NC1=C2C(=NC=C1)N(C(=C2)C(=O)OC)COCC[Si](C)(C)C)F